[2-(4-{7-[4-(2-tert-butoxycarbonylamino-ethoxy)-3-methoxy-5-iodo-phenyl]-3,5-dioxo-hepta-1,6-dienyl}-2-octyloxy-6-iodo-phenoxy)-ethyl]-carbamic acid tert-butylester C(C)(C)(C)OC(NCCOC1=C(C=C(C=C1I)C=CC(CC(C=CC1=CC(=C(C(=C1)I)OCCNC(=O)OC(C)(C)C)OC)=O)=O)OCCCCCCCC)=O